ClC1=CC=C2C(=N1)N(C(=C2)C2=C(C=C(C(=C2)F)F)C(F)F)C(=O)OC(C)(C)C tert-butyl 6-chloro-2-(2-(difluoromethyl)-4,5-difluorophenyl)-1H-pyrrolo[2,3-b]pyridine-1-carboxylate